C(OCCOCCN1C(C=CC1=O)=O)(OC1=CC=C(C=C1)[N+](=O)[O-])=O 2-(2-(2,5-Dioxo-2,5-dihydro-1H-pyrrol-1-yl)ethoxy)ethyl (4-nitrophenyl) carbonate